C(C)S(=O)(=O)C1=CC(=C(C=C1)NCC#CC=1N(C=2C=CC=C(C2C1)NC1CCC(CC1)N1CC2(C1)CCOCC2)CC(F)(F)F)OC 2-(3-{[4-(ethanesulfonyl)-2-methoxyphenyl]amino}prop-1-yn-1-yl)-N-[(1S,4S)-4-{7-oxa-2-azaspiro[3.5]nonan-2-yl}cyclohexyl]-1-(2,2,2-trifluoroethyl)-1H-indol-4-amine